2-(tert-butyl)-6-nitrobenzo[d]oxazol-5-ol C(C)(C)(C)C=1OC2=C(N1)C=C(C(=C2)[N+](=O)[O-])O